vitamin C decanoate C(CCCCCCCCC)(=O)O.OC=1[C@H](OC(C1O)=O)[C@H](CO)O